2-cyclohexyl-2-(3,3-diisopropyl-4-methylpentyl)-1,3-diethoxypropane C1(CCCCC1)C(COCC)(COCC)CCC(C(C)C)(C(C)C)C(C)C